(4S)-7-(3,5-dimethylisoxazol-4-yl)-2-piperidin-3-yl-4-pyridin-2-yl-4,5-dihydroimidazo[1,5,4-de][1,4]benzoxazine CC1=NOC(=C1C1=CC=C2C=3N([C@H](COC31)C3=NC=CC=C3)C(=N2)C2CNCCC2)C